(R)-3-bromo-4-chloro-6,7,7a,8,10,11-hexahydro-9H-pyrazino[1,2-d]pyrido[3,2-b][1,4]oxazepin BrC1=C(C=2OCC[C@H]3N(C2N=C1)CCNC3)Cl